C1(CCC1)C=1C(=NN(C1C1=CC=C(C=C1)F)C)NC(CC(C)(O)C1=C(C=CC=C1)F)=O N-(4-cyclobutyl-5-(4-fluorophenyl)-1-methyl-1H-pyrazol-3-yl)-3-(2-fluorophenyl)-3-hydroxybutanamide